4-para-aminobenzoyl-L-glutamic acid NC1=CC=C(C(=O)C(C[C@H](N)C(=O)O)C(=O)O)C=C1